N1=CC=CC=C1.FC(S(=O)(=O)O)(F)F trifluoromethanesulfonic acid pyridine salt